CN(C(/C=C/CC[C@H](C(=O)NC=1C(N(C(=CC1)C)CC=1NC=2C(=NC=C(C2CC(C)C)F)N1)=O)CN(C([O-])=O)C)=O)C (S,E)-7-(Dimethylamino)-1-((1-((6-fluoro-7-isobutyl-1H-imidazo[4,5-b]pyridin-2-yl)methyl)-6-methyl-2-oxo-1,2-dihydropyridin-3-yl)amino)-1,7-dioxohept-5-en-2-yl-dimethylcarbamat